(R/S)-3-hydroxybutyrate O[C@@H](CC(=O)[O-])C |r|